ClC1=CC=C(C=C1)C=1N=C2N(C=CC=N2)C1CN1CC2COCC(C1)N2C=O (7-{[2-(4-chlorophenyl)imidazo[1,2-a]pyrimidin-3-yl]methyl}-3-oxa-7,9-diazabicyclo[3.3.1]non-9-yl)methanone